8-(3,5-Dichlorophenyl)-N-[(4S)-3,4-dihydro-2H-chromen-4-yl]-2-oxo-4-(propan-2-yl)-2H-chromen-3-carboxamide ClC=1C=C(C=C(C1)Cl)C=1C=CC=C2C(=C(C(OC12)=O)C(=O)N[C@H]1CCOC2=CC=CC=C12)C(C)C